1,1-dioxo-N-[4-pyrazol-1-yl-5-(trifluoromethyl)pyrimidin-2-yl]-2,3-dihydro-1,2-benzothiazol-5-amine O=S1(NCC2=C1C=CC(=C2)NC2=NC=C(C(=N2)N2N=CC=C2)C(F)(F)F)=O